2-[((3aR,4S,6R,6aS)-6-[[5-amino-6-chloro-2-(propylthio)-4-pyrimidinyl]amino]-2,2-dimethyltetrahydro-3aH-cyclopenta[d][1,3]dioxol-4-yl)oxy]-1-ethanol NC=1C(=NC(=NC1Cl)SCCC)N[C@@H]1C[C@@H]([C@@H]2[C@H]1OC(O2)(C)C)OCCO